FC=1C=2C[C@H]3N(CC2C=C(C1)C(=O)NO)CCC3 (S)-9-fluoro-N-hydroxy-1,2,3,5,10,10a-hexahydropyrrolo[1,2-b]isoquinoline-7-carboxamide